ClC1=CC=C(C=C1)[C@H](CC1=NOC(=N1)CN1C(N(C(=C(C1=O)C)C#N)C)=O)O 1-({3-[(2S)-2-(4-chlorophenyl)-2-hydroxyethyl]-1,2,4-oxadiazol-5-yl}methyl)-3,5-dimethyl-2,6-dioxo-1,2,3,6-tetrahydropyrimidine-4-carbonitrile